dicyclooctene rhodium chloride [Rh](Cl)(Cl)Cl.C1=CCCCCCC1.C1=CCCCCCC1